BrN1C(=O)N(C(=O)C1(C1=CC=CC=C1)C1=CC=CC=C1)Br 1,3-dibromo-5,5-diphenylhydantoin